2,4-Heptadiyn-1-ol C(C#CC#CCC)O